ClC1=C(C(=CC(=C1)[N+](=O)[O-])Cl)I 1,3-dichloro-2-iodo-5-nitro-benzene